(1S,4S,5S)-5-[[5-cyclopropyl-3-(2,6-dichlorophenyl)-1,2-oxazole-4-carbonyloxy]-2-azabicyclo[2.2.1]heptan-2-yl]-4-fluoro-1,3-benzothiazole-6-carboxylic acid C1(CC1)C1=C(C(=NO1)C1=C(C=CC=C1Cl)Cl)C(=O)O[C@@]12N(C[C@@H](CC1)C2)C=2C(=CC1=C(N=CS1)C2F)C(=O)O